C1(CCCCC1)C1=NC(=NC=C1)NCC1=C(C=NN1C)C1=CC=C(C(=N1)C)NC(OC(C)(C)C)=O tert-butyl (6-(5-(((4-cyclohexylpyrimidin-2-yl)amino)methyl)-1-methyl-1H-pyrazol-4-yl)-2-methylpyridin-3-yl)carbamate